ClCC(=O)NC1=C(C=CC(=C1)C)CC1=CC(=CC=C1)F 2-chloro-N-(2-(3-fluorobenzyl)-5-methylphenyl)acetamide